C(C=C)(=O)OCCC[SiH2]C acryloxypropylmethylsilane